NC1=CC=C(C=C1)SC1=CC=C(C=C1)NC=1C2=C(N=CN1)NC=C2 N-[4-((4-aminophenyl)thio)phenyl]-7H-pyrrolo[2,3-d]pyrimidin-4-amine